2-chloro-4-((2-methyl-5-(trifluoromethyl)benzofuran-7-yl)oxy)benzoic acid ClC1=C(C(=O)O)C=CC(=C1)OC1=CC(=CC=2C=C(OC21)C)C(F)(F)F